C(N)(OC1=C2C=3C(=C4C(=NC3C=C1)C1=CC3=C(C(N1C4)=O)COC([C@]3(O)CC)=O)CCO2)=O ((S)-9-ethyl-9-hydroxy-10,13-dioxo-1,2,9,10,13,15-hexahydro-12H-pyrano[4,3,2-de]pyrano[3',4':6,7]indolizino[1,2-b]-quinolin-4-yl) carbamate